2-(2-hydroxypyridin-3-yl)-N-(2-morpholino-5-(piperidin-1-yl)thiazolo[4,5-b]pyridin-6-yl)oxazole-4-carboxamide OC1=NC=CC=C1C=1OC=C(N1)C(=O)NC=1C=C2C(=NC1N1CCCCC1)N=C(S2)N2CCOCC2